FC1=C(CN2N=NC(=C2)C2=C3C(=NC(=C2)C=2C(=C(C#N)C=CC2)C)NC=N3)C=CC=C1C(C)(C)O 3-(7-(1-(2-fluoro-3-(2-hydroxypropan-2-yl)benzyl)-1H-1,2,3-triazole-4-yl)-3H-imidazo[4,5-b]pyridin-5-yl)-2-methylbenzonitrile